COC(C=CC=CC1=CC(=C(C=C1)O)OC)=O 5-(4-hydroxy-3-methoxyphenyl)penta-2,4-dienoic acid methyl ester